F[B-](F)(F)F.NN1CC=CC=C1 N-aminopyridine tetrafluoroborate